(E)-3-(6-aminopyridin-3-yl)-N-((5-(4-(3,3-difluoroazetidin-1-ylsulfonyl)phenyl)-7-(trifluoromethyl)benzofuran-2-yl)methyl)acrylamide NC1=CC=C(C=N1)/C=C/C(=O)NCC=1OC2=C(C1)C=C(C=C2C(F)(F)F)C2=CC=C(C=C2)S(=O)(=O)N2CC(C2)(F)F